tert-butyl 1-(2-(4-(tert-butoxycarbonyl)piperazin-1-yl)ethyl)-6-chloro-3-(3-((6-fluoronaphthalen-1-yl)oxy)propyl)-7-(1,3,5-trimethyl-1H-pyrazol-4-yl)-1H-indole-2-carboxylate C(C)(C)(C)OC(=O)N1CCN(CC1)CCN1C(=C(C2=CC=C(C(=C12)C=1C(=NN(C1C)C)C)Cl)CCCOC1=CC=CC2=CC(=CC=C12)F)C(=O)OC(C)(C)C